3-(6-ethoxynaphthalen-2-yl)-1-isopropyl-1H-pyrazolo[3,4-d]pyrimidin-4-amine C(C)OC=1C=C2C=CC(=CC2=CC1)C1=NN(C2=NC=NC(=C21)N)C(C)C